COC[C@H](C(=O)N[C@@H](CCCC1=CC=CC=C1)B(O)O)NC(=O)N1CCOCC1 ((R)-1-((R)-3-methoxy-2-(morpholine-4-carboxamido)propanamido)-4-phenylbutyl)boronic acid